FC(C1=C(C#N)C=CC(=C1)N1C(OC(C1)COC1=CC=C(C=C1)C(F)(F)F)C(F)(F)F)(F)F 2-(Trifluoromethyl)-4-(2-(trifluoromethyl)-5-((4-(trifluoromethyl)phenoxy)methyl)oxazolidin-3-yl)benzonitril